C(C=C)C1(CCN(CC1)CC1=CC=C(C=C1)NC(C)=O)C1=NC=CC=C1 N-(4-((4-allyl-4-(pyridin-2-yl)piperidin-1-yl)methyl)phenyl)acetamide